C(CCCCCCCCCCCCCCCCC)C(C1=CC(=C(C(=C1)C(C)(C)C)O)C(C)(C)C)(P(O)(O)=O)CCCCCCCCCCCCCCCCCC.C(CCCCCCCCCCCCCCCCC)C(C1=CC(=C(C(=C1)C(C)(C)C)O)C(C)(C)C)(P(O)(O)=O)CCCCCCCCCCCCCCCCCC distearyl-3,5-di-tert-butyl-4-hydroxybenzylphosphonate (distearyl 3,5-di-tert-butyl-4-hydroxybenzylphosphonate)